3,5-bis[(E)-2-(4-hydroxy-3-methoxy-phenyl)vinyl]pyrazole-1-carboxamide OC1=C(C=C(C=C1)/C=C/C1=NN(C(=C1)\C=C\C1=CC(=C(C=C1)O)OC)C(=O)N)OC